n-amyl-phosphoric acid C(CCCC)OP(O)(O)=O